2-(2,6-dioxopiperidin-3-yl)-N-{4-fluoro-1-isopropylpyrazolo[3,4-d]pyrimidin-6-yl}-1-oxo-3H-isoindole-5-carboxamide O=C1NC(CCC1N1C(C2=CC=C(C=C2C1)C(=O)NC1=NC(=C2C(=N1)N(N=C2)C(C)C)F)=O)=O